COC1=CC=C(C=C1)C(CN(C(OC(C)(C)C)=O)C)=O tert-Butyl (2-(4-methoxyphenyl)-2-oxoethyl)(methyl)carbamate